BrC1=NN(C(=C1)C#CCOC1OCCCC1)C 3-bromo-1-methyl-5-(3-((tetrahydro-2H-pyran-2-yl)oxy)prop-1-yn-1-yl)-1H-pyrazole